C(C1=CC=CC=C1)OC=1C=CC(=C(C(=O)N2CC3(C2)CC(C3)CS(=O)(=O)[O-])C1)F 2-(5-(benzyloxy)-2-fluorobenzoyl)-2-azaspiro[3.3]hept-6-ylmethanesulfonate